bis(3,4,6-trichloro-2-{[(2-methylphenyl)methoxy]carbonyl} phenyl) oxalate C(C(=O)OC1=C(C(=C(C=C1Cl)Cl)Cl)C(=O)OCC1=C(C=CC=C1)C)(=O)OC1=C(C(=C(C=C1Cl)Cl)Cl)C(=O)OCC1=C(C=CC=C1)C